(2R)-2-(tert-Butoxycarbonylamino)-3-[4-(5-ethyltetrazol-2-yl)-5-fluoro-2-nitro-phenyl]thio-propionic acid C(C)(C)(C)OC(=O)N[C@H](C(=O)O)CSC1=C(C=C(C(=C1)F)N1N=C(N=N1)CC)[N+](=O)[O-]